5-(3-(((S)-1-(1H-tetrazol-1-yl)propan-2-yl)oxy)-4-chlorophenyl)-N-(3-(2,2-difluoro-3-methoxypropoxy)-1-((1r,4r)-4-morpholinocyclohexyl)-1H-pyrazol-4-yl)pyrimidin-2-amine N1(N=NN=C1)C[C@H](C)OC=1C=C(C=CC1Cl)C=1C=NC(=NC1)NC=1C(=NN(C1)C1CCC(CC1)N1CCOCC1)OCC(COC)(F)F